2-(2,4-difluorobenzyl)-6-(2-(oxetan-3-ylmethoxy)pyrimidin-5-yl)pyridazin-3(2H)-one FC1=C(CN2N=C(C=CC2=O)C=2C=NC(=NC2)OCC2COC2)C=CC(=C1)F